FC1=C(C=CC(=C1)F)N1N=C(C=CC1=O)C(=O)N 1-(2,4-difluorophenyl)-6-oxo-pyridazine-3-carboxamide